6-Chloro-7-isopropoxy-4-methyl-3,4-dihydro-2H-1,4-benzoxazine ClC=1C(=CC2=C(N(CCO2)C)C1)OC(C)C